3-{[4-fluoro-5-(methoxycarbonyl)-2-methylphenyl]amino}propanoic acid FC1=CC(=C(C=C1C(=O)OC)NCCC(=O)O)C